7-{[2-(1-methylpyrazol-4-yl)-4-pyridyl]oxy}-3,4-dihydro-2H-1,4-benzoxazepin-5-one CN1N=CC(=C1)C1=NC=CC(=C1)OC=1C=CC2=C(C(NCCO2)=O)C1